C[C@H]1CCC=C2[C@@]1(C[C@@H](CC2)C(=C)C)C (-)-eremophilene